C(C1=CC=CC=C1)C(C(=O)C1=CC=C(C=C1)N1CCOCC1)(CC)N(C)C 2-Benzyl-2-dimethylamino-1-(4-morpholino-phenyl)-1-butanone